FC1=C(C=C(C=C1)[C@@H]1NCCC1)C=1N=C2SC3=C(N2C1)C=CC(=C3)C(=O)NCCCN3CCC(CC3)F (R)-2-(2-fluoro-5-(pyrrolidin-2-yl)phenyl)-N-(3-(4-fluoropiperidin-1-yl)propyl)benzo[d]imidazo[2,1-b]thiazole-7-carboxamide